N-palmitoyl-L-leucine C(CCCCCCCCCCCCCCC)(=O)N[C@@H](CC(C)C)C(=O)O